C1(C=CC2=CC=CC=C12)[Mn] indenyl-manganese